CC1=NOC(=C1C(C1=CC=CS1)O)C 5-((3,5-dimethyl-isoxazol-4-yl)(hydroxy)methyl)thiophen